trans-2-phenyl-1-cyclopropanecarboxylic acid C1(=CC=CC=C1)[C@H]1[C@@H](C1)C(=O)O